NCCOCCNC(OC(C)(C)C)=O tert-butyl (2-(2-aminoethoxy)ethyl)carbamate